ClC1=C(C=CC=C1Cl)N1[C@@H](CN(CC1)CC[C@@H]1CC[C@H](CC1)NC1=NC=C(C=N1)C#N)C 2-((Trans-4-(2-((R)-4-(2,3-dichlorophenyl)-3-methylpiperazin-1-yl)ethyl)cyclohexyl)amino)pyrimidine-5-carbonitrile